O1C(=NN=C1)C1=NC=CC(=N1)COC1=CC=C(C=C1)C(C)(C)C1=CC=C(OC2CC(C2)NC=2C=C3CN(CC3=CC2)C2C(NC(CC2)=O)=O)C=C1 5-(((1s,3s)-3-(4-(2-(4-((2-(1,3,4-oxadiazol-2-yl)pyrimidin-4-yl)Methoxy)phenyl)propan-2-yl)phenoxy)cyclobutyl)amino)-2-(2,6-dioxopiperidin-3-yl)isoindoline